3-methoxy-4-(trifluoromethyl)pentane COC(CC)C(C)C(F)(F)F